C(#N)CC(=O)N(C)C 2-cyano-N,N-dimethyl-acetamide